3-methyl-1-trifluoromethyl-2,4-pentanediol bis(diphenylphosphonite) C1(=CC=CC=C1)P(O)(O)C1=CC=CC=C1.C1(=CC=CC=C1)P(O)(O)C1=CC=CC=C1.CC(C(CC(F)(F)F)O)C(C)O